CC(C=O)CC(CC=C(C)C)C1=C(C=CC=C1)C 2,7-dimethyl-4-(o-tolyl)oct-6-enal